N5,N5-dimethylpyrimidine-2,5-diamine CN(C=1C=NC(=NC1)N)C